4-[4-[4-(4-bromobutoxy)phenyl]-1-piperidinyl]-2-(trifluoromethyl)benzonitrile BrCCCCOC1=CC=C(C=C1)C1CCN(CC1)C1=CC(=C(C#N)C=C1)C(F)(F)F